C(=C)C1CCCC(CCC1)C=C 1,5-divinylcyclooctane